3-(3,5-dimethoxyphenethyl)-1H-pyrazol-5-amine COC=1C=C(CCC2=NNC(=C2)N)C=C(C1)OC